2-oxo-2-(2-(tritylamino)thiazole-4-yl)acetic acid O=C(C(=O)O)C=1N=C(SC1)NC(C1=CC=CC=C1)(C1=CC=CC=C1)C1=CC=CC=C1